[Ir](O)(O)(O)O iridium(IV) hydroxide